C[C@H]1[C@@H](N=CC1)C(=O)OCCCC[C@H](N)C(=O)O 6-({[(2R,3R)-3-methyl-3,4-dihydro-2H-pyrrol-2-yl]Carbonyl}oxy)-L-norleucine